FC1=C(C(=O)O)C(=CC=C1)C1=NC=CC=N1 2-Fluoro-6-Pyrimidin-2-Yl-Benzoic Acid